ClC1=CC=C(C=C1)C1(C2=CC=CC=C2C=2C=CC(=CC12)OCC1CC(C(C(C1)OCCCCCCCCCCCCCCCCCC)OCCCCCCCCCCCCCCCCCC)OCCCCCCCCCCCCCCCCCC)Br 9-(4-chlorophenyl)-2-(3,4,5-tris(octadecyloxy)-cyclohexylmethoxy)-9-bromofluorene